O=C1NC(CCC1N1C(N(C2=C1C=CC(=C2)C#CCOC2CN(C2)C(=O)OC(C)(C)C)C)=O)=O tert-butyl 3-[3-[1-(2,6-dioxo-3-piperidyl)-3-methyl-2-oxo-benzimidazol-5-yl]prop-2-ynoxy]azetidine-1-carboxylate